CC1=NC(=NC(=N1)N)N 6-Methyl-2,4-diamino-1,3,5-triazine